C(C)(C)(C)ON=C1C2=CC=CC=C2C(C=2[NH+](CN(C21)C)C)=O (E) or (Z)-4-(tert-butoxyimino)-1,3-dimethyl-9-oxo-4,9-dihydro-1H-naphtho[2,3-d]imidazolium